(3S,4S)-3-methyl-4-prop-2-ynyloxy-piperidine-1-carboxylic acid benzyl ester C(C1=CC=CC=C1)OC(=O)N1C[C@@H]([C@H](CC1)OCC#C)C